FC(C1=CC=C(C=C1)C1CC(NC1)C(=O)O)(F)F 4-(4-(trifluoromethyl)phenyl)pyrrolidine-2-carboxylic acid